N-(3-(3-cyclopropyl-5-((2-fluoro-4-iodophenyl)amino)-6,8-dimethyl-2,4,7-trioxo-3,4,6,7-tetrahydropyrido[4,3-d]pyrimidin-1(2H)-yl)phenyl)-2-(4-phenyl-1H-1,2,3-triazol-1-yl)acetamide C1(CC1)N1C(N(C=2C(C1=O)=C(N(C(C2C)=O)C)NC2=C(C=C(C=C2)I)F)C=2C=C(C=CC2)NC(CN2N=NC(=C2)C2=CC=CC=C2)=O)=O